4-(methyl-(2-oxopropyl)amino)-3,4-dihydrobenzo[cd]indol-5(1H)-one CN(C1C(C=2C=3C(=CNC3C=CC2)C1)=O)CC(C)=O